2-(1-Cyclopropyl-2-hydroxy-2-methylpropyl)-7-((6,7-dihydro-5H-cyclopenta[b]pyridin-4-yl)ethynyl)isoindolin-1-one C1(CC1)C(C(C)(C)O)N1C(C2=C(C=CC=C2C1)C#CC1=C2C(=NC=C1)CCC2)=O